N-(1'-(6-(1,1-difluoroethyl)-5-fluoropyridin-2-yl)-1',2'-dihydrospiro[cyclopropane-1,3'-pyrrolo[3,2-c]pyridin]-6'-yl)acetamide FC(C)(F)C1=C(C=CC(=N1)N1CC2(C=3C=NC(=CC31)NC(C)=O)CC2)F